N-(4-((3-chloro-4-fluorophenyl)amino)-7-(3-(4-(2-(2-((2-(2,6-dioxopiperidin-3-yl)-1-oxoisoindolin-4-yl)thio)ethoxy)acetyl)piperazin-1-yl)propoxy)quinazolin-6-yl)acrylamide ClC=1C=C(C=CC1F)NC1=NC=NC2=CC(=C(C=C12)NC(C=C)=O)OCCCN1CCN(CC1)C(COCCSC1=C2CN(C(C2=CC=C1)=O)C1C(NC(CC1)=O)=O)=O